C(CC(C)C)OC(CCCCCCCCCCC)=O Isoamyllaurat